phenol (3,5-dibutyl-4-hydroxy-phenyl propionate) C(CCC)C=1C=C(C=C(C1O)CCCC)C(C(=O)OC1=CC=CC=C1)C